N-(tert-butyldimethylsilyl)pyridine-4-sulfonamide dimethyl-but-2-ynedioate COC(C#CC(=O)OC)=O.[Si](C)(C)(C(C)(C)C)NS(=O)(=O)C1=CC=NC=C1